4-fluoro-3-methyl-1H-indazole-5-carboxylic acid methyl ester COC(=O)C=1C(=C2C(=NNC2=CC1)C)F